3-(4-{[(3,3-dimethylcyclobutyl)methyl][(1s,4s)-4-[(3,3,3-trifluoropropyl)amino]cyclohexyl]amino}-1-oxo-3H-isoindol-2-yl)piperidine-2,6-dione CC1(CC(C1)CN(C1=C2CN(C(C2=CC=C1)=O)C1C(NC(CC1)=O)=O)C1CCC(CC1)NCCC(F)(F)F)C